C12CNCC(CC1)N2C2=NC(=CC(=N2)N(C)CC)NC=2C=C1C=NNC1=CC2 2-(3,8-diazabicyclo[3.2.1]oct-8-yl)-N4-ethyl-N6-(1H-indazol-5-yl)-N4-methylpyrimidine-4,6-diamine